4-(3'-(Azetidin-1-yl)-[1,1'-biphenyl]-4-yl)-N-(2-ethynyl-thiazol-4-yl)piperazine-1-carboxamide N1(CCC1)C=1C=C(C=CC1)C1=CC=C(C=C1)N1CCN(CC1)C(=O)NC=1N=C(SC1)C#C